CN1C(NN=CC1=O)=O 4-methyl-1,2,4-triazine-3,5(2H,4H)-dione